(3R)-3-(2-chlorothiazol-5-yl)-8-methyl-5-oxo-6-phenyl-2,3-dihydrothiazolo[3,2-a]pyrimidin ClC=1SC(=CN1)[C@H]1CSC2N1C(C(=CN2C)C2=CC=CC=C2)=O